CN1C(N(CC1)C)CCCCCCC 1,3-dimethyl-2-heptylimidazoline